tert-butyl isooctanoate C(CCCCC(C)C)(=O)OC(C)(C)C